OC(=O)C(F)(F)F.ClC=1C2=C(N=CN1)CNC2 4-chloro-6,7-dihydro-5H-pyrrolo[3,4-d]pyrimidine TFA salt